(2,5-diaminophenoxy)butan-2-one NC1=C(OCC(CC)=O)C=C(C=C1)N